O[C@H]1C[C@]2(CCC(N2C1)=O)C(=O)OCC |r| rac-ethyl (2S,7aR)-2-hydroxy-5-oxotetrahydro-1H-pyrrolizine-7a(5H)-carboxylate